O[C@@H](CC(=O)[O-])C (R)-3-Hydroxybutanoat